ethyl (S)-3-(3-(4-hydroxy-1-methyl-2-oxo-1,2-dihydropyridin-3-yl)ureido)-3-(2',6,6'-trifluoro biphenyl-3-yl)propanoate OC1=C(C(N(C=C1)C)=O)NC(N[C@@H](CC(=O)OCC)C=1C=C(C(=CC1)F)C1=C(C=CC=C1F)F)=O